N1CCCC=2C(=CC=CC12)O tetrahydroquinolin-5-ol